C(C)(C)(C)C=1C=C(O[C@@H]2[C@@H](CN(CC2)C2=CC(N(C=3C=CC(=NC23)C#N)C)=O)CC)C=CC1 8-((3R,4S)-4-(3-(tert-Butyl)phenoxy)-3-ethylpiperidin-1-yl)-5-methyl-6-oxo-5,6-dihydro-1,5-naphthyridin-2-carbonitril